COC1=C(C=C(C=C1)C(F)(F)F)C(C)NC(=O)NC1CC2(C1)CCC2 1-[1-(2-Methoxy-5-trifluoromethyl-phenyl)-ethyl]-3-spiro[3.3]hept-2-yl-urea